N-(5-Bromopyrimidin-2-yl)-4'-((2-(tert-butyl)-1H-imidazol-1-yl)methyl)-5-isobutyl-[1,1'-biphenyl]-2-sulfonamide BrC=1C=NC(=NC1)NS(=O)(=O)C=1C(=CC(=CC1)CC(C)C)C1=CC=C(C=C1)CN1C(=NC=C1)C(C)(C)C